O=C1NC(CCC1C1=NN(C2=CC(=CC=C12)N1CCC(CC1)CN1CCNCC1)C)=O 4-((1-(3-(2,6-dioxopiperidin-3-yl)-1-methyl-1H-indazol-6-yl)piperidin-4-yl)methyl)piperazine